1-(3-Cyclopropoxy-1H-pyrazol-1-yl)ethanone C1(CC1)OC1=NN(C=C1)C(C)=O